COC1=CC=C(CC2N(CCC=3CCCCC23)C)C=C1 1-(4-methoxy-benzyl)-2-methyl-1,2,3,4,5,6,7,8-octahydroisoquinoline